FC(C1=NN=C(O1)C=1C=CC(=NC1)CN1C(N(C2=C1C=CC(=C2)C=2C=NOC2)C2CCN(CC2)C)=O)F 1-((5-(5-(difluoromethyl)-1,3,4-oxadiazole-2-yl)pyridine-2-yl)methyl)-5-(isoxazole-4-yl)-3-(1-methylpiperidine-4-yl)-1,3-dihydro-2H-benzo[d]imidazole-2-one